3-[2-(2-chloro-4-trifluoromethylbenzoyl)-1,2,3,4-tetrahydroisoquinolin-5-yl]-3-(7-methoxy-1-methyl-1H-benzo[d][1,2,3]triazol-5-yl)propionic acid ethyl ester C(C)OC(CC(C1=CC2=C(N(N=N2)C)C(=C1)OC)C1=C2CCN(CC2=CC=C1)C(C1=C(C=C(C=C1)C(F)(F)F)Cl)=O)=O